ClC1=C(C[C@H](N)C(=O)O)C=CC=C1 2-chloro-L-phenylalanine